(2S,4R)-1-[(2S)-2-amino-3,3-dimethyl-butanoyl]-4-hydroxy-N-[1-[4-(4-methylthiazol-5-yl)phenyl]cyclopropyl]pyrrolidine-2-carboxamide N[C@H](C(=O)N1[C@@H](C[C@H](C1)O)C(=O)NC1(CC1)C1=CC=C(C=C1)C1=C(N=CS1)C)C(C)(C)C